N-Ethyl-3-(N-((1,2,3,5,6,7-hexahydro-s-indacen-4-yl)carbamoyl)sulfamoyl)pyrrolidine-1-carboxamide, potassium salt [K].C(C)NC(=O)N1CC(CC1)S(NC(NC1=C2CCCC2=CC=2CCCC12)=O)(=O)=O